(3R,8R*)-tert-Butyl 3,10-dimethyl-11-oxo-8-(1H-pyrazol-3-yl)-3,4,8,9,10,11-hexahydro-1H-pyrido[4',3':3,4]pyrazolo[1,5-a][1,4]diazepine-2(7H)-carboxylate C[C@@H]1CC2=NN3C(C(N(C[C@H](C3)C3=NNC=C3)C)=O)=C2CN1C(=O)OC(C)(C)C |o1:10|